COC1=NC=CC(=N1)C#C[Si](C)(C)C 2-methoxy-4-[2-(trimethylsilyl)ethynyl]pyrimidine